CN(C1=C(C=C(C=O)C=C1)[N+](=O)[O-])C 4-(dimethylamino)-3-nitrobenzaldehyde